4-(2-chloro-4-(1-cyclopropoxy-1-phenyl-2-((tetrahydro-2H-pyran-2-yl)oxy)ethyl)quinazolin-6-yl)-6-methyl-1-Tosyl-1,6-dihydro-7H-pyrrolo[2,3-c]pyridin-7-one ClC1=NC2=CC=C(C=C2C(=N1)C(COC1OCCCC1)(C1=CC=CC=C1)OC1CC1)C=1C2=C(C(N(C1)C)=O)N(C=C2)S(=O)(=O)C2=CC=C(C)C=C2